OC1(CC(C1)C(=O)N1CC2(C1)CC(C2)CC=2C=NC=CC2)C ((1s,3s)-3-Hydroxy-3-methylcyclobutyl)(6-(pyridin-3-ylmethyl)-2-azaspiro[3.3]heptan-2-yl)methanone